(2R,3R,4S,5R,6R)-2-(hydroxymethyl)-5-methoxy-6-((4-(1-tosylpiperidin-4-yl)-1H-1,2,3-triazol-1-yl)methyl)-4-(4-(3,4,5-trifluorophenyl)-1H-1,2,3-triazol-1-yl)tetrahydro-2H-pyran-3-ol OC[C@H]1O[C@@H]([C@@H]([C@H]([C@H]1O)N1N=NC(=C1)C1=CC(=C(C(=C1)F)F)F)OC)CN1N=NC(=C1)C1CCN(CC1)S(=O)(=O)C1=CC=C(C)C=C1